methyl 5-amino-2-bromo-3-(trifluoromethyl)benzoate NC=1C=C(C(=C(C(=O)OC)C1)Br)C(F)(F)F